3-methyl-1-p-toluenesulfonyl-2,5-dihydro-1H-pyrrole-2-carboxylic acid ethyl ester C(C)OC(=O)C1N(CC=C1C)S(=O)(=O)C1=CC=C(C)C=C1